C1(CC1)C=1C(=CC=2[C@@H]3N(N4C(C2C1)=CC(C(=C4)C(=O)OCC)=O)C(CC3)(C)C)OCCCOC ethyl (R)-11-cyclopropyl-12-(3-methoxypropoxy)-3,3-dimethyl-8-oxo-2,3,8,13b-tetrahydro-1H-pyrido[2,1-a]pyrrolo[1,2-c]phthalazine-7-carboxylate